L-alanine 2-methoxypropyl ester COC(COC([C@@H](N)C)=O)C